O=C1N(CC2=CC(=CC=C12)C1=NC2=CC=CC=C2C=N1)C1C(NC(CC1)=O)=O 3-[1-oxo-5-(quinazolin-2-yl)-2,3-dihydro-1H-isoindol-2-yl]piperidine-2,6-dione